2,4,6-pyrimidinetrione N1C(NC(CC1=O)=O)=O